(S)-N2-(2,4-dichlorobenzyl)-5-oxo-N1-phenylpyrrolidine-1,2-dicarboxamide ClC1=C(CNC(=O)[C@H]2N(C(CC2)=O)C(=O)NC2=CC=CC=C2)C=CC(=C1)Cl